C(CC)C=1C=C(C=C(C1N)CCC)C1(C2=CC=CC=C2C=2C=CC=CC12)C1=CC(=C(C(=C1)CCC)N)CCC 9,9-bis(3,5-din-propyl-4-aminophenyl)fluorene